3,3-difluoro-2,2-dimethylbutan-1-one FC(C(C=O)(C)C)(C)F